NC1=CC=CC(=N1)S(=O)(=O)NC(=O)C=1C(=NC(=CC1)C=1C=NC(=CC1)N[C@@H](C(C)C)C)N1[C@H](CC[C@H]1C)C N-[(6-Amino-2-pyridyl)sulfonyl]-6-[6-[[(1R)-1,2-dimethylpropyl]amino]-3-pyridyl]-2-[(2S,5R)-2,5-dimethylpyrrolidin-1-yl]pyridin-3-carboxamid